ClC1=CC=2N(C=C1)C(=CN2)C2=C1CNC(C1=C(C=C2)NC2=NC=C(C=C2)N2CCC(CC2)(CN2CCOCC2)O)=O 4-(7-chloro-imidazo[1,2-a]pyridin-3-yl)-7-((5-(4-hydroxy-4-(morpholino-methyl)piperidin-1-yl)pyridin-2-yl)amino)isoindolin-1-one